C(C1=CC=CC=C1)OC(=O)N[C@@H](C(=O)N[C@H](C(=O)OCC1=CC=CC=C1)CC1=C(C=C(C=C1C)O)C)CCCNC(=O)OC(C)(C)C benzyl (S)-2-((R)-2-(((benzyloxy)carbonyl)amino)-5-((tert-butoxycarbonyl)amino)pentanamido)-3-(4-hydroxy-2,6-dimethylphenyl)propanoate